O(P([O-])OP([O-])[O-])CCCCCCCCCC decyl diphosphite